C(C1=CN=CC=C1)(=O)C1CN(CC1)C=C 3-nicotinoyl-N-vinyl-pyrrolidine